N-((3S,4S)-3-((7-(2,6-dichloro-3,5-dimethoxyphenyl)-5-((tetrahydro-2H-pyran-4-yl)amino)-2,6-naphthyridin-3-yl)amino)tetrahydro-2H-pyran-4-yl)acrylamide ClC1=C(C(=C(C=C1OC)OC)Cl)C1=NC(=C2C=C(N=CC2=C1)N[C@@H]1COCC[C@@H]1NC(C=C)=O)NC1CCOCC1